C(CC)N1C(C=C(C=C1C)C)C 1-propyl-2,4,6-trimethylpyridin